C(C)(C)OC1=CC=C(C=C1)C1CC(C2=CC(=C(C(=C12)OC)OC)OC)=O 3-(4-Isopropoxyphenyl)-4,5,6-trimethoxy-2,3-dihydro-1H-inden-1-one